OC=1C(=CC=C2C(CCOC12)=O)OCC1=CC=C(C=C1)OC 8-Hydroxy-7-((4-methoxybenzyl)oxy)chroman-4-one